(3S,4S)-1-(4-((3R,4R)-3-heptanamido-4-(heptyloxy)pyrrolidine-1-carbonyl)benzoyl)-N3,N4-bis((1S,2R)-2-phenylcyclopropyl)pyrrolidine-3,4-dicarboxamide C(CCCCCC)(=O)N[C@@H]1CN(C[C@H]1OCCCCCCC)C(=O)C1=CC=C(C(=O)N2C[C@H]([C@@H](C2)C(=O)N[C@@H]2[C@H](C2)C2=CC=CC=C2)C(=O)N[C@@H]2[C@H](C2)C2=CC=CC=C2)C=C1